C(C)C=1C(NC=2C=C(C=NC2C1)CN1CCN(C2CCC12)C=1C=CC(=NC1)C(=O)NC)=C=O 5-(5-((7-ethyl-6-carbonyl-5,6-dihydro-1,5-naphthyridin-3-yl)methyl)-2,5-diazabicyclo[4.2.0]octan-2-yl)-N-methylpyridine-2-carboxamide